OC=1C=C2CC[C@@H]([C@@H](C2=CC1)C1=CC=C(C=C1)N1CCN(CC1)C[C@@H]1[C@H](CCCC1)C=O)C1=CC=CC=C1 (1S,2S)-2-((4-(4-((1R,2S)-6-hydroxy-2-phenyl-1,2,3,4-tetrahydronaphthalen-1-yl)phenyl)piperazin-1-yl)methyl)cyclohexane-1-carbaldehyde